3',4'-dimethoxyspiro[1,3-dioxane-2,9'-thioxanthene] COC=1C=CC=2C3(C4=CC=CC=C4SC2C1OC)OCCCO3